NC1=CC=C(C=CC2=CC=C(C=C2)O)C=C1 4'-amino-4-hydroxystilbene